C(C)(C)(C)OC(=O)N1CCC(=CC1)C=1SC=CN1 4-(thiazol-2-yl)-3,6-dihydro-2H-pyridine-1-carboxylic acid tert-butyl ester